1-(4-((1-azido-3,6,9,12,15,18-hexaoxadocosan-22-yl)oxy)phenyl)ethan-1-one N(=[N+]=[N-])CCOCCOCCOCCOCCOCCOCCCCOC1=CC=C(C=C1)C(C)=O